(2S,4R)-6-chloro-N-[3-(4-cyclobutyl-1H-pyrazol-1-yl)bicyclo[1.1.1]pent-1-yl]-4-hydroxy-3,4-dihydro-2H-1-benzopyran-2-carboxamide ClC=1C=CC2=C([C@@H](C[C@H](O2)C(=O)NC23CC(C2)(C3)N3N=CC(=C3)C3CCC3)O)C1